3-{[Dimethyl(phenyl)silyl]methyl}-N-(quinolin-8-yl)non-8-enamide C[Si](C1=CC=CC=C1)(C)CC(CC(=O)NC=1C=CC=C2C=CC=NC12)CCCCC=C